C(C1=CC=CC=C1)N1N(CCC1=O)C(\C=C/N1N=C(N=C1)C1=CC(=CC(=C1)C(F)(F)F)C(F)(F)F)=O (Z)-2-benzyl-1-(3-(3-(3,5-bis(trifluoromethyl)phenyl)-1H-1,2,4-triazol-1-yl)acryloyl)pyrazolidin-3-one